C(C)(C)(C)OC(=O)N1C(=CCCC1)OS(=O)(=O)C(F)(F)F.C[Si](C)(C)[SiH]([Si](C)(C)C)[Si](C)(C)C tri(trimethylsilyl)silane tert-butyl-2-(trifluoromethanesulfonyloxy)-5,6-dihydro-4H-pyridine-1-carboxylate